OC1(CC(C1)NC1=NN=C(C2=CC=CC=C12)C1=C(C=C(C=C1)C(F)(F)F)O)C 2-(4-(((cis)-3-hydroxy-3-methylcyclobutyl)amino)phthalazin-1-yl)-5-(trifluoromethyl)phenol